N-(1'-(2-(2-oxabicyclo[2.1.1]hexan-4-yl)-6-ethylpyrimidin-4-yl)-1',2'-dihydrospiro[cyclopropane-1,3'-pyrrolo[3,2-c]pyridin]-6'-yl)acetamide C12OCC(C1)(C2)C2=NC(=CC(=N2)N2CC1(C=3C=NC(=CC32)NC(C)=O)CC1)CC